C(C)(C)(C)OC(=O)N1C2(CC(C1)(C2)C(N)=O)CO 4-carbamoyl-1-(hydroxymethyl)-2-azabicyclo[2.1.1]Hexane-2-carboxylic acid tert-butyl ester